BrC1=C2C(=C(N=C1)OC)NN(C2)C(=O)N 4-bromo-7-methoxy-1H-pyrazolo[3,4-c]pyridine-2-carboxamide